1,2,4,5-Tetrafluoro-1H-imidazole FN1C(=NC(=C1F)F)F